[I-].CN1C(C(C2=CC=CC=C12)(C)C)=CC=CC=1SC2=C([N+]1CC)C=CC=C2 2-[3-(1,3-Dihydro-1,3,3-trimethyl-2H-indol-2-ylidene)-1-propenyl]-3-ethyl-benzothiazolium iodide